N1CC(C1)CC=1C=C2C=NC(C2=CC1)=O 5-(azetidin-3-ylmethyl)-1-oxoisoindole